FC1=C(C=CC(=C1)S(=O)(=O)C)COC1CN(C1)C(=O)N1C[C@H](CC1)C(=O)N (3S)-1-[3-[(2-fluoro-4-methylsulfonyl-phenyl)methoxy]azetidine-1-carbonyl]pyrrolidine-3-carboxamide